C(C)(C)(C)C1=CC=C(C=C1)N1NC(=CC1C1=CC=CC=C1)C1=CC(=CC(=C1)C(C)(C)C)C(C)(C)C 1-(4-tert-butyl-phenyl)-3-(3,5-di-tert-butyl-phenyl)-5-phenyl-pyrazoline